(ETHYLENEDINITRILO)-TETRAACETIC ACID DISODIUM SALT [Na+].[Na+].C(CN(CC(=O)[O-])CC(=O)[O-])N(CC(=O)O)CC(=O)O